C(CC)(=O)O.C(CC)(=O)O propionic acid, propionate salt